tert-butylmethyl (2-(5-((R)-1-((8-methyl-7-oxo-6-(((S)-tetrahydrofuran-3-yl)oxy)-7,8-Dihydropyrido[2,3-d]pyrimidin-4-yl)amino)ethyl)thiophen-3-yl)benzyl)carbamate CN1C(C(=CC2=C1N=CN=C2N[C@H](C)C2=CC(=CS2)C2=C(CNC(OCC(C)(C)C)=O)C=CC=C2)O[C@@H]2COCC2)=O